O1CCN(CC1)CC1NCC2=CC=CC=C12 (morpholinomethyl)isoindolin